ethyl 2-((ethoxycarbonyl)(hexyl)amino)-3-(3-fluorophenyl)propanoate C(C)OC(=O)N(C(C(=O)OCC)CC1=CC(=CC=C1)F)CCCCCC